2-(2-(2-isopropylphenyl)-4-(3-methoxy-4-methylbenzyl)piperazin-1-yl)-7-azaspiro[3.5]Nonane C(C)(C)C1=C(C=CC=C1)C1N(CCN(C1)CC1=CC(=C(C=C1)C)OC)C1CC2(C1)CCNCC2